methyl 5-(2-bromo-6-chlorophenyl)pent-4-ynoate BrC1=C(C(=CC=C1)Cl)C#CCCC(=O)OC